3-((4-fluorophenyl)ethynyl)-4-(N-((1-methyl-1H-pyrazol-3-yl)methyl)sulfamoyl)benzoic acid FC1=CC=C(C=C1)C#CC=1C=C(C(=O)O)C=CC1S(NCC1=NN(C=C1)C)(=O)=O